sodium 2,5-dimercapto-1,3,4-thiadiazole SC=1SC(=NN1)S.[Na]